4-((6-(4-(3,4-dihydroisoquinolin-2(1H)-yl)-3-hydroxy-piperidine-1-carbonyl)pyrimidin-4-yl)(methyl)amino)piperidin-1-ylethanone C1N(CCC2=CC=CC=C12)C1C(CN(CC1)C(=O)C1=CC(=NC=N1)N(C1CCN(CC1)C(C)=O)C)O